N1(CCOCC1)C=1C2=C(N=CN1)NC(=C2)C2=CC=C(C=C2)NC(C)C2=NC=CC(=C2)CN2C[C@@H](CCC2)N (3R)-1-({2-[1-({4-[4-(morpholin-4-yl)-7H-pyrrolo[2,3-d]pyrimidin-6-yl]phenyl}amino)ethyl]pyridin-4-yl}methyl)piperidin-3-amine